((4-cyclopropyl-2-methylphenyl)(methyl)amino)benzoic acid C1(CC1)C1=CC(=C(C=C1)N(C)C1=C(C(=O)O)C=CC=C1)C